O(C1=CC=CC=C1)C(=O)C1=CC=C(C=C1)CC(C[TeH])C 1-phenoxycarbonyl-4-(2-methylhydrotelluro-propyl)benzene